O=C1NC(CCC1C1=CC=C(C=C1)N(C1CCC(CC1)C(=O)N1CCC(CC1)(C(=O)OC(C)(C)C)C)C)=O Tert-butyl 1-((1r,4r)-4-((4-(2,6-dioxopiperidin-3-yl)phenyl)(methyl)amino)cyclohexane-1-carbonyl)-4-methylpiperidine-4-carboxylate